Benzyl 4-(4-(ethoxycarbonyl)cyclohexyl)piperazine-1-carboxylate C(C)OC(=O)C1CCC(CC1)N1CCN(CC1)C(=O)OCC1=CC=CC=C1